O=C(CP(OC)(OC)=O)CCCCC1=CC=CC=C1 Dimethyl (2-oxo-6-phenylhexyl)phosphonate